N-(4-phenylphenylmethylene)-1-naphthylamine C1(=CC=CC=C1)C1=CC=C(C=C1)C=NC1=CC=CC2=CC=CC=C12